NC1=CC=C(C(=C1C(=O)N(C)C)F)C=1C(=C2C(=NC1)NCC21C(C1)C1=CC=NC=C1)Cl 6-Amino-3-(4'-chloro-2-(pyridin-4-yl)-1',2'-dihydrospiro[cyclopropane-1,3'-pyrrolo[2,3-b]pyridin]-5'-yl)-2-fluoro-N,N-dimethylbenzamide